COCCOC1=CC=C(C=N1)N1CCN(CC1)CC1CNCCC1 3-((4-(6-(2-methoxyethoxy)pyridin-3-yl)piperazin-1-yl)methyl)piperidine